3-(3,4-diamino-2-fluorophenyl)propionic acid tert-butyl ester C(C)(C)(C)OC(CCC1=C(C(=C(C=C1)N)N)F)=O